[Na].BrC1=C(C(=CC=C1)O)C Bromocresol sodium salt